ClC1=CC=C(C=C1)C1OC1 2-(4-chlorophenyl)-oxirane